C(C)(=O)N1CCC(CC1)NC1=CC(=NC(=N1)C#C)C(=O)OC methyl 6-((1-acetylpiperidin-4-yl) amino)-2-ethynylpyrimidine-4-carboxylate